C(CCCCCCCCCC)[N+]1(C=NCC1)CCO.[Na+] sodium undecylhydroxyethylimidazolinium